C(C)O[Si](OCC)(OCC)CC(=O)C1=CC=CC=C1 (triethoxysilyl)acetophenone